FC1=C(C(=O)NC2=C(C=CC=C2)F)C=C(C=C1)N1C=NC=C1 2-fluoro-N-(2-fluorophenyl)-5-(1H-imidazol-1-yl)benzamide